N-(6-(3-(1H-pyrazol-4-yl)phenyl)pyrimidin-4-yl)-4-cyanomorpholine-2-carboxamide N1N=CC(=C1)C=1C=C(C=CC1)C1=CC(=NC=N1)NC(=O)C1CN(CCO1)C#N